CS(=O)(=O)OCC=1C=C(C=C2C(=NNC12)COCC[Si](C)(C)C)Br 5-bromo-1-([2-(trimethylsilyl)ethoxy]methylindazol-7-yl)methyl methanesulfonate